2,3-dibromobenzophenone BrC1=C(C(=O)C2=CC=CC=C2)C=CC=C1Br